4-(8-((2-cyclopropyl-5-ethoxy-2',4'-difluoro-[1,1'-biphenyl]-4-yl)methyl)-2-oxo-1,3,8-triazaspiro[4.5]decan-3-yl)-N-(2-(2-hydroxyethoxy)ethyl)benzamide C1(CC1)C1=C(C=C(C(=C1)CN1CCC2(CN(C(N2)=O)C2=CC=C(C(=O)NCCOCCO)C=C2)CC1)OCC)C1=C(C=C(C=C1)F)F